1-methyl-2-(2,4,6-trimethylphenylseleno)benzimidazole CN1C(=NC2=C1C=CC=C2)[Se]C2=C(C=C(C=C2C)C)C